4-(4-(4-Chloro-2,3-difluorophenyl)-1H-1,2,3-triazol-1-yl)-2-(hydroxymethyl)-5-methoxy-6-((1-(tert-pentyl)-1H-1,2,3-triazol-4-yl)methyl)tetrahydro-2H-pyran-3-ol ClC1=C(C(=C(C=C1)C=1N=NN(C1)C1C(C(OC(C1OC)CC=1N=NN(C1)C(C)(C)CC)CO)O)F)F